P(OC)(OC)ON(C)C dimethyl (dimethylamino) phosphite